FC1=C(C=C(C=C1)OC(F)(F)F)[C@@H](C)NC(=O)C=1C(=NC(=C(C1)C=1C=CC=2N(N1)C=C(N2)NC(CO)=O)C)C N-[(1R)-1-[2-fluoro-5-(trifluoromethoxy)phenyl]ethyl]-5-[2-(2-hydroxyacetamido)imidazo[1,2-b]pyridazin-6-yl]-2,6-dimethylpyridine-3-carboxamide